1-(3-(trifluoromethyl)benzyl)piperidine-4-carboxylic acid FC(C=1C=C(CN2CCC(CC2)C(=O)O)C=CC1)(F)F